P(O)(O)O.P(O)(O)O.C(CCCCCCCCCCCCCCCCC)C(O)(C(CO)(CO)CO)CCCCCCCCCCCCCCCCCC bisoctadecylpentaerythritol bisphosphite